NC1=CC=CC=2C(C=C(OC21)C2=NN=NN2)=O 8-amino-4-oxo-2-(1H-tetrazol-5-yl)-4H-1-benzopyran